4-(aminomethyl)-6-bromophthalazin-1(2H)-one NCC1=NNC(C2=CC=C(C=C12)Br)=O